OC1(CC(C1)C(=O)N1CC2(C1)C[C@@H](CC2)OC2=C(C(=CC=C2)C(F)(F)F)C)C |r| (rac)-((1s,3s)-3-hydroxy-3-methylcyclobutyl)(6-(2-methyl-3-(trifluoromethyl)phenoxy)-2-azaspiro[3.4]oct-2-yl)methanone